(R)-6-(1-((4-acetylmorpholin-2-yl)methyl)-5-methyl-1H-pyrazol-4-yl)-4-((3-fluoropyridin-2-yl)thio)pyrazolo[1,5-a]pyridine-3-carbonitrile C(C)(=O)N1C[C@@H](OCC1)CN1N=CC(=C1C)C=1C=C(C=2N(C1)N=CC2C#N)SC2=NC=CC=C2F